6-(1-hydroxyethyl)-5-(2-trimethylsilylethoxymethyl)-3H-pyrrolo[3,2-d]pyrimidin-4-one OC(C)C1=CC=2N=CNC(C2N1COCC[Si](C)(C)C)=O